N-(5-bromo-2-chloro-3-cyanophenyl)-1H-imidazole-5-carboxamide BrC=1C=C(C(=C(C1)NC(=O)C1=CN=CN1)Cl)C#N